THYMOHYDROQUINONE C=1(C(C(C)C)=CC(O)=C(C)C1)O